1-(7-(4-((3-chloro-4-(difluoromethoxy)-2-fluorophenyl)amino)pyrido[3,2-d]pyrimidin-6-yl)-4,7-diazaspiro[2.5]octan-4-yl)prop-2-en-1-one ClC=1C(=C(C=CC1OC(F)F)NC=1C2=C(N=CN1)C=CC(=N2)N2CCN(C1(CC1)C2)C(C=C)=O)F